CC=1C(C2=CC=CC=C2C(C1CC1=NC=C(C=C1)C(F)(F)F)=O)=O 2-methyl-3-((5-(trifluoromethyl)pyridin-2-yl)methyl)naphthalene-1,4-dione